2-(isoquinoline-5-carbonyl)-N-{2-[4-(propan-2-yl)phenyl]ethyl}-1,2,3,4-tetrahydroisoquinoline-6-carboxamide C1=NC=CC=2C(=CC=CC12)C(=O)N1CC2=CC=C(C=C2CC1)C(=O)NCCC1=CC=C(C=C1)C(C)C